7-[(1S,2S)-2-(4,4,5,5-tetramethyl-1,3,2-dioxaborolan-2-yl)cyclopropyl]-5-(trifluoromethyl)quinoline CC1(OB(OC1(C)C)[C@@H]1[C@H](C1)C1=CC(=C2C=CC=NC2=C1)C(F)(F)F)C